Methyl 1-(diethylcarbamoyl)-9H-pyrido[3,4-b]indole-3-carboxylate C(C)N(C(=O)C1=NC(=CC2=C1NC1=CC=CC=C21)C(=O)OC)CC